N-(3-(1,1-difluoropropyl)phenyl)-2-(4-methoxyphenyl)-4-methyloxazole-5-carboxamide FC(CC)(F)C=1C=C(C=CC1)NC(=O)C1=C(N=C(O1)C1=CC=C(C=C1)OC)C